C1(CCCC1)C=1NC(=NN1)C(C(=O)NC1=CC=C(C=C1)C=1C(=NN(C1C)COCC[Si](C)(C)C)C)C(C1CC1)C1CC1 2-(5-cyclopentyl-4H-1,2,4-triazol-3-yl)-3,3-dicyclopropyl-N-[4-[3,5-dimethyl-1-(2-trimethylsilylethoxymethyl)pyrazol-4-yl]phenyl]propanamide